C(CCCCC)OC(COCC)C propylene glycol ethyl hexyl ether